gamma-isocyanatopropyldimethoxymethylsilane N(=C=O)CCC[SiH2]C(OC)OC